N1(CCOCC1)C(=O)C1=CC=C(C=C1)C1=C2CNC(C2=CC=C1)=O 4-(4-(morpholine-4-carbonyl)phenyl)isoindolin-1-one